C(C)C1(CC(C1)(F)F)C1=C(C(=C2C=NC(=NN21)N[C@H]2[C@@H](COCC2)O)F)C#N 7-(1-ethyl-3,3-difluorocyclobutyl)-5-fluoro-2-(((3S,4R)-3-hydroxytetrahydro-2H-pyran-4-yl)amino)pyrrolo[2,1-f][1,2,4]triazine-6-carbonitrile